trans-2-[(2,6-dichloro-4-pyridinyl)-difluoro-methyl]cyclopropanecarboxylic acid ethyl ester C(C)OC(=O)[C@H]1[C@@H](C1)C(F)(F)C1=CC(=NC(=C1)Cl)Cl